CC1=C(C(=CC=C1)C)C1=NC(=NC(=C1)OC[C@@H](CC(C)(C)C)NC1CC2=CC=CC=C2C1)NS(=O)(=O)C=1C=C(C(=O)O)C=CC1 3-[[4-(2,6-Dimethylphenyl)-6-[(2R)-2-(indan-2-ylamino)-4,4-dimethyl-pentoxy]pyrimidin-2-yl]sulfamoyl]benzoic acid